C(C)(C)NS(=O)(=O)C=1SC=CC1 N-isopropyl-2-thiophenesulfonamide